(2S)-N-(3-chloro-4-fluorophenyl)-4-(2-cyanoethyl)-N-methyl-1-[6-methyl-4-(trifluoromethyl)pyridin-2-yl]-5-oxopyrrolidine-2-carboxamide ClC=1C=C(C=CC1F)N(C(=O)[C@H]1N(C(C(C1)CCC#N)=O)C1=NC(=CC(=C1)C(F)(F)F)C)C